(1-methylindazol-6-yl)methanamine CN1N=CC2=CC=C(C=C12)CN